BrC=1C=C2C(=C(C=NC2=CC1)C=1OC=CN1)NC1=C(C(=O)O)C(=CC=C1)OC 2-[(6-bromo-3-oxazol-2-yl-4-quinolyl)amino]-6-methoxy-benzoic acid